tert-Butyl 5-(2-{2-[(4-{[tert-butyl(dimethyl)silyl]oxy}phenyl)amino]-ethoxy}-ethoxy)-3,4-dihydroisoquinoline-2(1H)-carboxylate [Si](C)(C)(C(C)(C)C)OC1=CC=C(C=C1)NCCOCCOC1=C2CCN(CC2=CC=C1)C(=O)OC(C)(C)C